(E)-N-(2-(1,3,4-oxadiazol-2-yl)phenyl)-3-(3-methoxy-4-(prop-2-yn-1-yloxy)phenyl)acrylamide O1C(=NN=C1)C1=C(C=CC=C1)NC(\C=C\C1=CC(=C(C=C1)OCC#C)OC)=O